C1(=CC=CC=C1)\C=C\C1=CC=CC=C1 Trans-Stilbene